C1(=CC=C(C=C1)C1(NC(NC(=C1)C1=CC(=CC=C1)Cl)(C1=CC=CC=C1)C1=CC=C(C=C1)C1=CC=CC=C1)C1=CC(=CC=C1)Cl)C1=CC=CC=C1 4-([1,1'-biphenyl]-4-yl)-6-(3-chlorophenyl)-2-([1,1'-biphenyl]-4-yl)-4-(3-chlorophenyl)-2-phenylpyrimidine